(2,6-di-tert-butyl-4-hydroxyphenyl) propionate C(CC)(=O)OC1=C(C=C(C=C1C(C)(C)C)O)C(C)(C)C